(R,Z)-N-(4-((4-([1,2,4]triazolo[1,5-c]pyrimidin-7-yloxy)-2-methoxy-5-methylphenyl)amino)-7-methoxy-quinazolin-6-yl)-2-fluoro-3-(1-methylpyrrolidin-2-yl)acrylamide N=1C=NN2C=NC(=CC21)OC2=CC(=C(C=C2C)NC2=NC=NC1=CC(=C(C=C21)NC(/C(=C/[C@@H]2N(CCC2)C)/F)=O)OC)OC